(3-hydroxy-1-(methoxy (methyl)amino)-1-oxopropan-2-yl)carbamate OCC(C(=O)N(C)OC)NC([O-])=O